tert-butyl-(2-(2-aminoethoxy)ethoxyethyl)aminobenzene C(C)(C)(C)C1=C(C=CC=C1)NCCOCCOCCN